The molecule is a pseudohalide anion that is the conjugate base of hydrogen cyanide. It has a role as an EC 1.9.3.1 (cytochrome c oxidase) inhibitor. It is a conjugate base of a hydrogen cyanide and a hydrogen isocyanide. [C-]#N